CC1=C(C2=CC=CC=C2C=C1)C=O methylnaphthalene-formaldehyde